C(#N)C(C)C1=C(CNC2=C(NC=C2)C(=O)OCC)C=CC=C1 ethyl 3-(2-(1-cyanoethyl) benzylamino)-1H-pyrrole-2-carboxylate